difluoro Ethylene carbonate C1C(OC(=O)O1)(F)F